2-(5-chloro-Methyl 2-methyl-3-nitro-phenyl)acetate ClC=1C(=C(C(=C(C1)CC(=O)[O-])C)[N+](=O)[O-])C